2-((2S,4S)-4-(7-bromo-4-(3-(dimethylamino)-3-methylazetidin-1-yl)-6-fluoro-8-(trifluoromethyl)-1H-[1,2,3]triazolo[4,5-c]quinolin-1-yl)-1-(tert-butoxycarbonyl)piperidin-2-yl)acetic acid BrC=1C(=CC=2C3=C(C(=NC2C1F)N1CC(C1)(C)N(C)C)N=NN3[C@@H]3C[C@H](N(CC3)C(=O)OC(C)(C)C)CC(=O)O)C(F)(F)F